methylimino-dimethyl-oxo-sulfane CN=CS(=O)C